methyl 4-bromobenzo[b]thiophene-7-carboxylate BrC1=CC=C(C=2SC=CC21)C(=O)OC